CC=1C=CC=2N3C=4C(CCCC4C2C1)N(CC3)[C@H](C)C3=CC=CC=C3 8-methyl-3-((R)-1-phenylethyl)-2,3,3a,4,5,6-hexahydro-1H-pyrazino[3,2,1-jk]carbazole